S1C(=NC2=C1C=CC=C2)NC2=C(C(=C(N=N2)NC=2SC=C(N2)C(=O)O)C)C {6-[(1,3-benzothiazol-2-yl)amino]-4,5-dimethylpyridazin-3-yl}amino-1,3-thiazole-4-carboxylic acid